C(C)(C)(CC(C)(C)C)SC=1SC(=NN1)S 2-tert-octylthio-5-mercapto-1,3,4-thiadiazole